ClC1=C(C(=O)NC2=C3C=NN(C3=CC=C2)C2=CC(=CC=C2)C(F)(F)F)C=C(C=C1)CNC(C(CO)(C)C)=O 2-Chloro-5-{[(3-hydroxy-2,2-dimethylpropanoyl)amino]methyl}-N-{1-[3-(trifluoromethyl)phenyl]-1H-indazol-4-yl}benzamide